SCCC(=O)OCCOCCOCCOC(C)=O 2-[2-(2-Acetoxyethoxy) Ethoxy]Ethyl 3-Mercaptopropionate